9-octyl-9H-carbazole-3-carbaldehyde C(CCCCCCC)N1C2=CC=CC=C2C=2C=C(C=CC12)C=O